2-(6-((2-(2-methoxyethoxy)ethyl)amino)-4-(1-((4-methyl-4H-1,2,4-triazol-3-yl)methyl)cyclobutyl)pyridin-2-yl)-6-(((1-methylcyclobutyl)amino)methyl)-4-(trifluoromethyl)isoindolin-1-one COCCOCCNC1=CC(=CC(=N1)N1C(C2=CC(=CC(=C2C1)C(F)(F)F)CNC1(CCC1)C)=O)C1(CCC1)CC1=NN=CN1C